C1(CC1)N1C=2C=C(C=CC2C2=CC=C(C=C2C1=O)OC)OC 5-cyclopropyl-3,8-dimethoxyphenanthridin-6(5H)-one